N[C@H](CC(C(=O)O)(C)C)CC1=CC=CC=C1 (S)-4-Amino-2,2-dimethyl-5-phenylpentanoic acid